6-amino-5-methoxy-2-methyl-isoindolin-1-one NC1=C(C=C2CN(C(C2=C1)=O)C)OC